methyl 2-((4-(1,3-dioxolan-2-yl)-6-methoxypyridin-3-yloxy)methyl)imidazo[1,2-a]pyridine-8-carboxylate O1C(OCC1)C1=C(C=NC(=C1)OC)OCC=1N=C2N(C=CC=C2C(=O)OC)C1